tert-butyl 2-[(2-methoxypyrimidin-4-yl)methyl]-3-oxo-2,8-diazaspiro[4.5]decane-8-carboxylate COC1=NC=CC(=N1)CN1CC2(CC1=O)CCN(CC2)C(=O)OC(C)(C)C